2,4,5,6-tetrafluoropyridin FC1=NC(=C(C(=C1)F)F)F